(1s,3s)-3-(8-amino-1-bromoimidazo[1,5-a]pyrazin-3-yl)-1-methylcyclobutane-1-ol NC=1C=2N(C=CN1)C(=NC2Br)C2CC(C2)(O)C